sodium 1,2-naphthoquinone-4-sulfonate C1(C(C=C(C2=CC=CC=C12)S(=O)(=O)[O-])=O)=O.[Na+]